C1(CC1)C1=CC(=NN1C1CC2(CN(C2)C(=O)OC(C)(C)C)C1)C1=C(C=CC(=C1)F)C tert-butyl 6-(5-cyclopropyl-3-(5-fluoro-2-methylphenyl)-1H-pyrazol-1-yl)-2-azaspiro[3.3]heptane-2-carboxylate